3-(trichlorosilyl)propyl (2-bromo-2-methylpropanoate) BrC(C(=O)OCCC[Si](Cl)(Cl)Cl)(C)C